C(C1CO1)OCC(CCCCCCCCCCCC)CCCCCCCCCC 2-decyltetradecanyl glycidyl ether